ClC1=CC=C(N=N1)N1CC(N(C(C1)C)C(=O)OC(C)(C)C)CC tert-butyl 4-(6-chloropyridazin-3-yl)-2-ethyl-6-methylpiperazine-1-carboxylate